boron-copper [Cu].[B]